NC=1C=2N(C=CN1)C(=NC2Cl)C(C)C=2C(=C(C(=C(C2)Cl)F)C=2C=CC(=NC2)C(=O)N)OC(C)C 5-(3-(1-(8-amino-1-chloroimidazo[1,5-a]pyrazin-3-yl)ethyl)-5-chloro-6-fluoro-2-isopropoxyphenyl)pyridine-2-carboxamide